3-[5-[(2-amino-2-methyl-propyl)amino]-3-(2-chloro-6-methyl-4-pyridinyl)pyrazolo[1,5-a]pyrimidin-2-yl]benzonitrile NC(CNC1=NC=2N(C=C1)N=C(C2C2=CC(=NC(=C2)C)Cl)C=2C=C(C#N)C=CC2)(C)C